C[C@@H]1CN(C[C@@H](N1)C)C1=C2C=NC(=NC2=C(C=C1)C(=O)NC1=CC2=CN(N=C2C(=C1)F)C)OC1COC1 5-[(3R,5S)-3,5-dimethylpiperazin-1-yl]-N-(7-fluoro-2-methyl-indazol-5-yl)-2-(oxetan-3-yloxy)quinazoline-8-carboxamide